C1(=CC=CC=C1)P(C1=C(C=C(C=C1)C(F)(F)F)C1OCCO1)C1=CC=CC=C1 (2-diphenylphosphino-5-trifluoromethylphenyl)-1,3-dioxolane